BrC1=CC=C(C=C1)[C@@H]1[C@@H](N(C1)C(C#CC)=O)C(=O)NC=1C=CC=C2C=CC=NC12 (2R,3S)-3-(4-bromophenyl)-1-(but-2-ynoyl)-N-(quinolin-8-yl)azetidine-2-carboxamide